2-(5-(1-(isopropoxyimino)ethyl)-3-(2-methoxyphenethyl)-6-oxopyridazin-1(6H)-yl)-N-isopropylpropanamide C(C)(C)ON=C(C)C1=CC(=NN(C1=O)C(C(=O)NC(C)C)C)CCC1=C(C=CC=C1)OC